(R)-N-(3-((4-amino-1-(2-methoxyethyl)-1H-pyrazolo[3,4-d]pyrimidin-3-yl)ethynyl)-4-methylphenyl)-3-phenylisoxazolidin-2-carboxamide NC1=C2C(=NC=N1)N(N=C2C#CC=2C=C(C=CC2C)NC(=O)N2OCC[C@@H]2C2=CC=CC=C2)CCOC